O1CCN(CC1)CCCNC1=C2C(=NC(=C1)C1=CC=C(C=C1)C(C)N1CCCC1)C=CS2 N-(3-morpholinopropyl)-5-(4-(1-(pyrrolidin-1-yl)ethyl)phenyl)thieno[3,2-b]pyridin-7-amine